(S)-4-Bromo-5-((1-(2-((4-(5-(trifluoromethyl)thiazol-2-yl)piperazin-1-yl)sulfonyl)ethoxy)propan-2-yl)amino)pyridazin-3(2H)-one BrC=1C(NN=CC1N[C@H](COCCS(=O)(=O)N1CCN(CC1)C=1SC(=CN1)C(F)(F)F)C)=O